F[C@H]1[C@@H]2CC[C@H](C[C@H]1N(C1=CC=C(N=N1)C1=C(C=C3C(C=COC3=C1)=O)O)C)N2 7-(6-(((1S,2S,3R,5R)-2-fluoro-8-azabicyclo[3.2.1]octan-3-yl)(methyl)amino)pyridazin-3-yl)-6-hydroxy-4H-chromen-4-one